(2-Cyano-6-fluorophenyl)carbamic acid ethyl ester C(C)OC(NC1=C(C=CC=C1F)C#N)=O